BrC=1C=CC(=C(CC=2N=NN(C2)CC2OCC(CO2)(C)C)C1)C 4-(5-bromo-2-methylbenzyl)-1-((5,5-dimethyl-1,3-dioxan-2-yl)methyl)-1H-1,2,3-triazole